2-(2-(ethoxymethoxy)-4-(methylthio)phenyl)-4,4,5,5-tetramethyl-1,3,2-dioxaborolane C(C)OCOC1=C(C=CC(=C1)SC)B1OC(C(O1)(C)C)(C)C